O1N=C(CC1)C1=CC=C(C(=O)N)C=C1 4-(isoxazolinyl)-benzamide